C(C)OC(COC1=C(C=C(C=C1)CC1C(NC(S1)=S)=O)OC)=O 2-[2-methoxy-4-[(4-oxo-2-thioxo-5-thiazolidinyl)methyl]phenoxy]-acetic acid ethyl ester